3-((5-(8-fluoroimidazo[1,2-a]pyridin-6-yl)-4-methoxy-7H-pyrrolo[2,3-d]pyrimidin-2-yl)amino)-N,N,1-trimethylcyclobutane-1-carboxamide FC=1C=2N(C=C(C1)C1=CNC=3N=C(N=C(C31)OC)NC3CC(C3)(C(=O)N(C)C)C)C=CN2